C12(CC3CC(CC(C1)C3)C2)NC(=O)C2CCC(CC2)CNC2=C3C(N(C(=NC3=CC=C2)C)C2C(NC(CC2)=O)=O)=O N-((3s,5s,7s)-adamantan-1-yl)-4-(((3-(2,6-dioxopiperidin-3-yl)-2-methyl-4-oxo-3,4-dihydroquinazolin-5-yl)amino)methyl)cyclohexanecarboxamide